NC1=C(C=C(C=C1)I)C(=O)C1=C(C=CC=C1F)F (2-amino-5-iodophenyl)-(2,6-difluorophenyl)methanone